ClC1=C2C(=NC=C1)C=C(O2)C=2C(=NN(C2C)C)C 7-chloro-2-(1,3,5-trimethyl-1H-pyrazol-4-yl)furo[3,2-b]pyridine